CC1=C(C=CC=C1)C1N(CCC2=CC=C(C=C12)C(=O)OC)C(=O)OC(C)(C)C 2-tert-butyl 7-methyl 1-(2-methylphenyl)-3,4-dihydro-1H-isoquinoline-2,7-dicarboxylate